C(C)(C)(C)N1CC(CCC1)O tert-butyl-3-hydroxypiperidine